C(CC)NC(C(=O)O)CC 2-(PROPYLAMINO)BUTANOIC ACID